3-acrylamidopropyltris(trimethyl-siloxy)silane tetra-t-butyl-ascorbate C(C)(C)(C)C([C@@]([C@@]1(C(=C(C(=O)O1)O)O)C(C)(C)C)(O)C(C)(C)C)(O)C(C)(C)C.C(C=C)(=O)NCCC[Si](O[Si](C)(C)C)(O[Si](C)(C)C)O[Si](C)(C)C